FC1=CC=C(C=C1)CN1CCC(CC1)CCNC(=O)N1[C@@H](CN(C[C@@H]1C)C=1C=NC(=NC1)C(F)(F)F)C (2R,6S)-N-(2-{1-[(4-fluorophenyl)methyl]piperidin-4-yl}ethyl)-2,6-dimethyl-4-[2-(trifluoromethyl)pyrimidin-5-yl]piperazine-1-carboxamide